(3R,4R)-N-[7-(4-chlorophenyl)-5-methylimidazo[4,3-f][1,2,4]triazin-2-yl]-3-fluoro-1-methanesulfonylpiperidin-4-amine ClC1=CC=C(C=C1)C1=NC(=C2C=NC(=NN21)N[C@H]2[C@@H](CN(CC2)S(=O)(=O)C)F)C